C[C@]12C[C@H](C[C@H](CC1)N2C)N(C2=CC=C(N=N2)C2=C(C=C(C=C2)C2=NC=NC(=N2)OC)O)C 2-(6-(((1R,3S,5S)-1,8-dimethyl-8-azabicyclo[3.2.1]octan-3-yl)(methyl)amino)pyridazin-3-yl)-5-(4-methoxy-1,3,5-triazin-2-yl)phenol